(7-bromo-3-(3-((tert-butyldimethylsilyl)oxy)prop-1-yn-1-yl)-2-methyl-5-nitro-2H-indazol-6-yl)(2-chloro-5-fluorophenyl)methanone BrC1=C(C(=CC2=C(N(N=C12)C)C#CCO[Si](C)(C)C(C)(C)C)[N+](=O)[O-])C(=O)C1=C(C=CC(=C1)F)Cl